C1(CCCC1)C(=O)N1CC2(CC1)CN(CC2)C2=C(C=C(C=C2)C=2C=NNC2)F cyclopentyl(7-(2-fluoro-4-(1H-pyrazol-4-yl)phenyl)-2,7-diazaspiro[4.4]nonan-2-yl)methanone